(S)-4-(5-(3-((2-((S)-3-carboxybutanoyl)-6-methoxyisoindolin-5-yl)oxy)propyl)-6-methoxyisoindolin-2-yl)-2-methyl-4-oxobutanoic acid C(=O)(O)[C@H](CC(=O)N1CC2=CC(=C(C=C2C1)OCCCC=1C=C2CN(CC2=CC1OC)C(C[C@@H](C(=O)O)C)=O)OC)C